COC(=O)C=1C(=C(C=C(C1)C=1N=NN(C1)C1=CC=C(C=C1)C(F)(F)F)C1=CC=C(C=C1)C1CCN(CC1)C(=O)OC(C)(C)C)C tert-Butyl 4-(3'-(methoxycarbonyl)-2'-methyl-5'-(1-(4-(trifluoromethyl)phenyl)-1H-1,2,3-triazol-4-yl)-[1,1'-biphenyl]-4-yl)piperidine-1-carboxylate